C(C1=CC=CC=C1)CN1CCNCC1 1-benzylmethylpiperazine